O1[C@@H](COCC1)CNC(=O)C1=C(C2=C(CC3(C4=CN(N=C24)C[C@@H]2OCCOC2)CCC3)O1)C(F)(F)F N-[(2R)-1,4-Dioxan-2-ylmethyl]-2'-[(2S)-1,4-dioxan-2-ylmethyl]-8'-(trifluoromethyl)-2',5'-dihydrospiro[cyclobutan-1,4'-furo[2,3-g]indazol]-7'-carboxamid